N-(naphthalene-2-yl)thiourea C1=C(C=CC2=CC=CC=C12)NC(=S)N